1-(4-benzyl-3-oxo-3,4-dihydro-2H-benzo[b][1,4]oxazin-7-yl)-3-(1,2,3,4-tetrahydronaphthalen-2-yl)urea C(C1=CC=CC=C1)N1C2=C(OCC1=O)C=C(C=C2)NC(=O)NC2CC1=CC=CC=C1CC2